9,9'-(2-cyano-5-(2,6-diphenylpyrimidin-4-yl)-1,3-phenylene)bis(9H-carbazole-3,6-dicarbonitrile) C(#N)C1=C(C=C(C=C1N1C2=CC=C(C=C2C=2C=C(C=CC12)C#N)C#N)C1=NC(=NC(=C1)C1=CC=CC=C1)C1=CC=CC=C1)N1C2=CC=C(C=C2C=2C=C(C=CC12)C#N)C#N